NC(C(CCC(=O)OC)N1C(C2=CC=CC(=C2C1)O[Si](C)(C)C(C)(C)C)=O)=O Methyl 5-amino-4-[4-[tert-butyl(dimethyl)silyl]oxy-1-oxo-isoindolin-2-yl]-5-oxo-pentanoate